Benzyl {(1S,2R)-3,3-difluoro-2-[(4-{5-[(1S,2S)-2-fluorocyclopropyl]-1,2,4-oxadiazol-3-yl}-4-methylpiperidine-1-carbonyl)amino]cyclohexyl}[(3S)-1-(propan-2-yl)pyrrolidin-3-yl]carbamate FC1([C@@H]([C@H](CCC1)N(C(OCC1=CC=CC=C1)=O)[C@@H]1CN(CC1)C(C)C)NC(=O)N1CCC(CC1)(C)C1=NOC(=N1)[C@H]1[C@H](C1)F)F